4-methoxyphenyl 3,6-di-O-benzyl-2-deoxy-4-O-{6-O-acetyl-2,4-di-O-benzyl-3-O-[(naphthalen-2-yl)methyl]-β-D-mannopyranosyl}-2-(1,3-dioxo-1,3-dihydro-2H-isoindol-2-yl)-D-glucopyranoside C(C1=CC=CC=C1)O[C@@H]1[C@H](C(OC2=CC=C(C=C2)OC)O[C@@H]([C@H]1O[C@H]1[C@@H](OCC2=CC=CC=C2)[C@@H](OCC2=CC3=CC=CC=C3C=C2)[C@H](OCC2=CC=CC=C2)[C@H](O1)COC(C)=O)COCC1=CC=CC=C1)N1C(C2=CC=CC=C2C1=O)=O